2-(2H-benzotriazol-2-yl)-4,6-bis-(1,1-dimethylethyl)phenol N=1N(N=C2C1C=CC=C2)C2=C(C(=CC(=C2)C(C)(C)C)C(C)(C)C)O